(4-(1-methyl-3-(trifluoromethyl)-1H-1,2,4-triazol-5-yl)phenyl)methanamine hydrochloride Cl.CN1N=C(N=C1C1=CC=C(C=C1)CN)C(F)(F)F